C(C1=CC=CC=C1)N1CC2(C1)CC(C2)NC(=O)N2C1CN(CC2C1)C1=NC=C(N=C1)C(F)(F)F N-{2-benzyl-2-azaspiro[3.3]heptan-6-yl}-3-[5-(trifluoromethyl)pyrazin-2-yl]-3,6-diazabicyclo[3.1.1]heptane-6-carboxamide